4-[5-(2-aminoethyl)pyrimidin-2-yl]-3-[5-[3-methoxypropyl(methyl)amino]-2-methylpyrazol-3-yl]oxybenzonitrile NCCC=1C=NC(=NC1)C1=C(C=C(C#N)C=C1)OC=1N(N=C(C1)N(C)CCCOC)C